ClC=1C=C(SC1)C=1N=C(SC1)N 4-(4-Chloro-2-thienyl)-2-thiazolamine